C[C@H]1NCCC2=C1SC(=N2)N2CCN(CC2)CCC#N (R)-3-(4-(4-methyl-4,5,6,7-tetrahydrothiazolo[5,4-c]pyridin-2-yl)piperazin-1-yl)propanenitrile